[Mg].O1C=CC2=CC=CC=C12 coumarone magnesium salt